CN1C[C@H]2CC[C@@H](C1)C2NC=2C(=CNC(C2)=O)C(=O)N 4-(((1R,5S,8r)-3-methyl-3-azabicyclo[3.2.1]octan-8-yl)amino)-6-oxo-1,6-dihydropyridine-3-carboxamide